(3R)-3-Amino-5-[(4-chlorophenyl)methyl]-7-[5-(3,3-difluorocyclopentyl)-1,3,4-oxadiazol-2-yl]-8-fluoro-1,1-dioxo-2,3-dihydro-1λ6,5-benzothiazepin-4-one N[C@H]1CS(C2=C(N(C1=O)CC1=CC=C(C=C1)Cl)C=C(C(=C2)F)C=2OC(=NN2)C2CC(CC2)(F)F)(=O)=O